(5-((5-chloropyridin-2-yl)methoxy)-1,3,4-thiadiazol-2-yl)-4-(2-methoxyphenyl)-6-methylnicotinamide ClC=1C=CC(=NC1)COC1=NN=C(S1)C1=C(C(=O)N)C(=CC(=N1)C)C1=C(C=CC=C1)OC